FC1=CC=C(C=N1)[C@@H](C1CCN(CC1)C(=O)C=1C=CC2=C(NC(CO2)=O)C1)C1=CC=CC=C1 6-[4-[(S)-(6-fluoro-3-pyridyl)-phenyl-methyl]piperidine-1-carbonyl]-4H-1,4-benzoxazin-3-one